barium 2-(tert-butyl)-2-methylmalonate C(C)(C)(C)C(C(=O)[O-])(C(=O)[O-])C.[Ba+2]